5-(4-cyclopropyl-6-methoxy-pyrimidin-5-yl)-7-[[3-fluoro-4-[1-methyl-4-(trifluoromethyl)imidazol-2-yl]phenyl]methoxy]-1H-pyrazolo[4,3-d]pyrimidine C1(CC1)C1=NC=NC(=C1C=1N=C(C2=C(N1)C=NN2)OCC2=CC(=C(C=C2)C=2N(C=C(N2)C(F)(F)F)C)F)OC